2-(1-(4-methoxybenzyl)-1H-pyrazol-4-yl)-2-methylpropanenitrile COC1=CC=C(CN2N=CC(=C2)C(C#N)(C)C)C=C1